6-(4-((4-Ethyl-1,4-diazepan-1-yl)methyl)-3-fluorophenyl)-1,4-dimethyl-2-(4-(methylsulfonyl)phenyl)-1H-benzo[d]imidazol C(C)N1CCN(CCC1)CC1=C(C=C(C=C1)C=1C=C(C2=C(N(C(=N2)C2=CC=C(C=C2)S(=O)(=O)C)C)C1)C)F